tert-Butyl (S)-(4-(3-chloro-4-(2-chloro-3-(5-((methylamino)methyl)picolinamido)phenyl)pyridin-2-yl)-2-methoxybenzyl)((5-oxopyrrolidin-2-yl)methyl)carbamate ClC=1C(=NC=CC1C1=C(C(=CC=C1)NC(C1=NC=C(C=C1)CNC)=O)Cl)C1=CC(=C(CN(C(OC(C)(C)C)=O)C[C@H]2NC(CC2)=O)C=C1)OC